C(C)(C)(C)OC(=O)N1CC(C(CC1)N1N=C(C(=C1)[N+](=O)[O-])C)F 3-fluoro-4-(3-methyl-4-nitro-1H-pyrazol-1-yl)piperidine-1-carboxylic acid tert-butyl ester